C(C(CCCOC1=NSN=C1C=1CN(CCC1)C([2H])([2H])[2H])(C([2H])([2H])[2H])[2H])([2H])([2H])[2H] 3-((4-(Methyl-d3)pentyl-4,5,5,5-d4)oxy)-4-(1-(methyl-d3)-1,2,5,6-tetrahydropyridin-3-yl)-1,2,5-thiadiazole